4-[1-(p-toluenesulfonyloxy)ethyl]piperidine-1-carboxylic acid tert-butyl ester C(C)(C)(C)OC(=O)N1CCC(CC1)C(C)OS(=O)(=O)C1=CC=C(C)C=C1